BrC=1C(=CC(=C(C1)NC(=O)N[C@@H](C)C=1N(N=CN1)C1=NC=CC=N1)F)Cl 1-(5-bromo-4-chloro-2-fluoro-phenyl)-3-[(1S)-1-(2-pyrimidin-2-yl-1,2,4-triazol-3-yl)ethyl]urea